FC(OC1=NC(=CC=C1NC(=O)C1(CCN(CC1)C(CCC(=O)O)=O)C1=C(C=CC=C1)C(C)C)C)F 4-(4-((2-(difluoromethoxy)-6-methylpyridin-3-yl)carbamoyl)-4-(2-isopropylphenyl)piperidin-1-yl)-4-oxobutanoic acid